BrC=1C=NN2C1N=C(C=C2)NC[C@@H]2CCC(N2CCC(C)(C)C)=O (S)-5-(((3-bromopyrazolo[1,5-a]pyrimidin-5-yl)amino)methyl)-1-(3,3-dimethylbutyl)pyrrolidin-2-one